CC1(C2CC[C@]3(C4=CCC[C@@]4(C)CC[C@@H]3[C@]2(C=CC1)C)C)C 4,4,8-trimethylandrosta-1,14-diene